COC=1C=C(C=C(C1)OC)C(C(C#N)C1=CC=CC=C1)CCO 3-(3,5-dimethoxyphenyl)-5-hydroxy-2-phenylpentanenitrile